FC=1C=C(C#N)C=CC1 3-fluoroBenzonitrile